(2R)-2-{5-[1-cyclopropyl-3-(trifluoromethyl)-1H-pyrazol-5-yl]-1,2,4-oxadiazol-3-yl}-1,1-difluoro-6-azaspiro[2.5]octane-6-sulfonamide C1(CC1)N1N=C(C=C1C1=NC(=NO1)[C@@H]1C(C12CCN(CC2)S(=O)(=O)N)(F)F)C(F)(F)F